((Z)-2-((2-amino-6-oxo-1,6-dihydro-9H-purin-9-yl)methylene)-1-(hydroxymethyl)cyclopropyl)methyl(tert-butoxycarbonyl)-L-valinate NC=1NC(C=2N=CN(C2N1)\C=C\1/C(C1)(CO)[C@](N(C(=O)OC(C)(C)C)C)(C(C)C)C(=O)[O-])=O